FC(C=1C=C(C(=NC1)Cl)[N+](=O)[O-])(F)F 5-(trifluoromethyl)-3-nitro-2-chloropyridine